dipentafluorophenyl sulfite S(=O)(OC1=C(C(=C(C(=C1F)F)F)F)F)OC1=C(C(=C(C(=C1F)F)F)F)F